C(CCC)OC=1C=C(C=CC1)C1=NN=C(S1)NC(=O)NC1=CC=C(C=C1)F 1-(5-(3-butoxyphenyl)-1,3,4-thiadiazol-2-yl)-3-(4-fluorophenyl)urea